tert-butyl 4-chloro-3-(2-ethoxy-2-oxoethoxy)-5-(3-(piperidin-4-ylamino)phenyl)thiophene-2-carboxylate hydrochloride Cl.ClC=1C(=C(SC1C1=CC(=CC=C1)NC1CCNCC1)C(=O)OC(C)(C)C)OCC(=O)OCC